4-Amino-4-(pyridin-4-ylmethyl)piperidine-1-carboxylic acid tert-butyl ester C(C)(C)(C)OC(=O)N1CCC(CC1)(CC1=CC=NC=C1)N